(S)-N,N-dimethyl-alpha-[2-(1-naphthoxy)ethyl]benzylamine hydrochloride Cl.CN(C)[C@H](C1=CC=CC=C1)CCOC1=CC=CC2=CC=CC=C12